benzyl N-{2-[{2-[(tert-butoxycarbonyl)(methyl)amino]ethyl}(methyl)amino]ethyl}-N-methylglycinate C(C)(C)(C)OC(=O)N(CCN(CCN(CC(=O)OCC1=CC=CC=C1)C)C)C